tert-butyl (S)-(1-(5-(2-(1-isopropylpiperidin-4-yl)pyrimidin-5-yl)-3-methylthiophene-2-carbonyl)pyrrolidin-3-yl)carbamate C(C)(C)N1CCC(CC1)C1=NC=C(C=N1)C1=CC(=C(S1)C(=O)N1C[C@H](CC1)NC(OC(C)(C)C)=O)C